2-(3-cyano-1-isopropyl-1H-indol-5-yl)-2H-1,2,3-triazole-4-carboxylic acid ethyl ester C(C)OC(=O)C1=NN(N=C1)C=1C=C2C(=CN(C2=CC1)C(C)C)C#N